[Al+5].OC1=CC=C(C=CC(=O)CC(\C=C\C2=CC(OC)=C(O)C=C2)=O)C=C1 p-hydroxycinnamoyl-(feruloyl)methane aluminum (V)